3-pentyl (S)-2-aminopropionate hydrochloride Cl.N[C@H](C(=O)OC(CC)CC)C